1,2,2-trimethyl-propylamine CC(C(C)(C)C)N